C1N(CC12OCCC2)C(=O)N 5-oxa-2-azaspiro[3.4]octane-2-carboxamide